NC([C@H](C[C@H]1C(NCCC1)=O)NC([C@H](CC1CC1)NC(=O)C=1NC2=C(C=CC=C2C1)Cl)=O)=O N-((S)-1-(((S)-1-amino-1-oxo-3-((S)-2-oxopiperidin-3-yl)propan-2-yl)amino)-3-cyclopropyl-1-oxopropan-2-yl)-7-chloro-1H-indole-2-carboxamide